molybdenum thiocarbamate salt C(N)([O-])=S.[Mo+4].C(N)([O-])=S.C(N)([O-])=S.C(N)([O-])=S